[2-({[(3-fluoro(2-pyridyl))cyclobutyl]methyl}amino)pyrimidin-5-yl]-N-methylcarboxamide FC=1C(=NC=CC1)C1(CCC1)CNC1=NC=C(C=N1)C(=O)NC